FC1=C(C(=C2C=CN(C2=C1F)S(=O)(=O)C1=CC=C(C=C1)C)SCC1=CC=C(C=C1)OC)OC=1C=CC(=C(C#N)C1)F 5-[6,7-Difluoro-4-[(4-methoxyphenyl)methylsulfanyl]-1-(p-tolylsulfonyl)indol-5-yl]oxy-2-fluoro-benzonitrile